C(C1=CC=CC=C1)C1CN(CCC1)C(CCC=1C(=NN(C1C)C=1C=CC=2N(N1)C(=CN2)C)C)=O 1-(3-benzylpiperidin-1-yl)-3-(3,5-dimethyl-1-(3-methylimidazo[1,2-b]pyridazin-6-yl)-1H-pyrazol-4-yl)propan-1-one